1-morpholinopropan O1CCN(CC1)CCC